5-amino-N,N-dimethylpyridineamide NC=1C=CC(=NC1)C(=O)N(C)C